tert-butyl 4-[(6-chloro-3-isopropenyl-imidazo[1,2-a]pyridin-8-yl)amino]piperidine-1-carboxylate ClC=1C=C(C=2N(C1)C(=CN2)C(=C)C)NC2CCN(CC2)C(=O)OC(C)(C)C